1,3-bis(1-phenyl-1H-phenanthro[9,10-d]imidazol-2-yl)benzene tert-butyl-(3S,5R)-4,4-difluoro-3-methyl-5-(2-(tosyloxy)ethoxy)piperidine-1-carboxylate C(C)(C)(C)OC(=O)N1C[C@@H](C([C@@H](C1)OCCOS(=O)(=O)C1=CC=C(C)C=C1)(F)F)C.C1(=CC=CC=C1)N1C(=NC2=C1C1=CC=CC=C1C=1C=CC=CC12)C1=CC(=CC=C1)C1=NC2=C(N1C1=CC=CC=C1)C1=CC=CC=C1C=1C=CC=CC12